BrC=1C=2C(N=C3N(C2C=CC1)C1=CC(=CC=C1C31CCCCC1)C1CCN(CC1)CC1CN(C1)C=1C=C3C(N(C(C3=CC1)=O)C1C(NC(CC1)=O)=O)=O)=O 5-(3-((4-(4'-bromo-5'-oxo-5'H-spiro[cyclohexane-1,7'-indolo[1,2-a]quinazolin]-10'-yl)piperidin-1-yl)methyl)azetidin-1-yl)-2-(2,6-dioxopiperidin-3-yl)isoindoline-1,3-dione